COC1=CC=C(C=C1)N(C)C1N(CCC1)C(=O)[O-] (4-methoxyphenyl (methyl)amino)pyrrolidine-1-carboxylate